BrC=1C=2N(C=CC1)C=C(N2)Cl 8-bromo-2-chloro-imidazo[1,2-a]pyridine